C1=CC=CC=2C3=CC=CC=C3C(C12)COC(=O)N[C@H](C(=O)O)CNS(N)(=O)=O (S)-2-((((9H-fluoren-9-yl)methoxy)carbonyl)amino)-3-(sulfamoylamino)propanoic acid